[1,3-Bis(2,4,6-trimethylphenyl)imidazolidin-2-ylidene]dichloro(phenylmethylene)ruthenium CC1=C(C(=CC(=C1)C)C)N1C(N(CC1)C1=C(C=C(C=C1C)C)C)=[Ru](=CC1=CC=CC=C1)(Cl)Cl